C(CCC)(=O)OCCCCCCCCCCCCCCCCCCCCCC behenyl butyrate